C(C(C)(C)C)(=O)OCOC1=C(C(=C(C(=C1)CCC)C)O)[C@H]1[C@@H](CCC=C1)C(=C)C (((1'R,2'R)-6-hydroxy-5-methyl-2'-(prop-1-en-2-yl)-4-propyl-1',2',3',4'-tetrahydro-[1,1'-biphenyl]-2-yl)oxy)methyl pivalate